C(C)(C)(C)OC(=O)N1CC2=CC(=CC(=C2CC1)Cl)OC 5-chloro-7-methoxy-3,4-dihydro-1H-isoquinoline-2-carboxylic acid tert-butyl ester